(R)-N-(5,8-difluoroquinolin-6-yl)-5-((1-(dimethylamino)propan-2-yl)oxy)-7-(1-methyl-1H-pyrazol-4-yl)quinazolin-4-amine FC1=C2C=CC=NC2=C(C=C1NC1=NC=NC2=CC(=CC(=C12)O[C@@H](CN(C)C)C)C=1C=NN(C1)C)F